OC(CN1CCN(CC1)CCNCC(C)O)C 1-(2-hydroxypropyl)-4-(2-(2-hydroxypropyl)aminoethyl)piperazine